(1H-indol-3-yl)-2-phenyl-oxazole-4-carboxylic acid N1C=C(C2=CC=CC=C12)C1=C(N=C(O1)C1=CC=CC=C1)C(=O)O